FC1=CC(=C(C=C1)C=1C=NC=2N(C1)C=C(N2)COC2=NC=CC=C2)SC 6-(4-fluoro-2-methylsulfanyl-phenyl)-2-(2-pyridyloxymethyl)imidazo[1,2-a]pyrimidine